C1=CC=CC=2C3=CC=CC=C3C3(C12)CCCCC3 spiro[cyclohexane-1,9'-[9H]fluorene]